2,4,6-triphenyl-benzene C1(=CC=CC=C1)C1=CC(=CC(=C1)C1=CC=CC=C1)C1=CC=CC=C1